N-(2-cyanophenyl)pyridine-2-carboxamide C(#N)C1=C(C=CC=C1)NC(=O)C1=NC=CC=C1